FC(CNC(=O)C(OC1=C(C=CC=C1)P(O)(O)=O)F)(C1=CC=CC=C1)F 2-((2,2-difluoro-2-phenylethylcarbamoyl)fluoromethoxy)phenylphosphonic acid